(E)-3,5-difluoro-N,N-dimethyl-4-(2-nitrovinyl)aniline FC=1C=C(N(C)C)C=C(C1\C=C\[N+](=O)[O-])F